[In].[Bi].[Ni] nickel bismuth-indium